15-(tert-butoxycarbonyl)-3,6,9,12,18,21,24,27-octaoxa-15-azanonacosane-1,29-diyl bis(4-methylbenzenesulfonate) CC1=CC=C(C=C1)S(=O)(=O)OCCOCCOCCOCCOCCN(CCOCCOCCOCCOCCOS(=O)(=O)C1=CC=C(C=C1)C)C(=O)OC(C)(C)C